(S)-6-(5-(((2-((5-methyl-6-oxo-5,6-dihydro-1,5-naphthyridin-4-yl)oxy)ethyl)amino)methyl)-2-oxooxazolidin-3-yl)-2H-pyrido[3,2-b][1,4]oxazin-3(4H)-one CN1C=2C(=CC=NC2C=CC1=O)OCCNC[C@H]1CN(C(O1)=O)C=1C=CC=2OCC(NC2N1)=O